OC1CCN(CC1)C(C)=O 1-(4-hydroxypiperidin-1-yl)ethanone